Benzene Tricarbamate C(N)(O)=O.C(N)(O)=O.C(N)(O)=O.C1=CC=CC=C1